N-([6-({[(4,4-difluorocyclohexyl)methyl]amino}methyl)imidazo[1,2-a]pyridin-2-yl]methyl)-4-oxo-4H-pyrido[1,2-a]pyrimidine-2-carboxamide FC1(CCC(CC1)CNCC=1C=CC=2N(C1)C=C(N2)CNC(=O)C=2N=C1N(C(C2)=O)C=CC=C1)F